N-(3-{4-[6-(2-ethoxyethoxy)pyridin-3-yl]-6-oxo-1,6-dihydropyrimidin-2-yl}-2,4-difluorobenzyl)isobutyramide C(C)OCCOC1=CC=C(C=N1)C=1N=C(NC(C1)=O)C=1C(=C(CNC(C(C)C)=O)C=CC1F)F